NC=1N=C(N(C1)CC(=O)NCC1=CC=C(C=C1)OC)C1=CN=CS1 2-(4-amino-2-(thiazol-5-yl)-1H-imidazol-1-yl)-N-(4-methoxybenzyl)acetamide